C[C@@]1([C@@H](O[C@@H]([C@H]1O)CO)N1C(=O)NC(=O)C=C1)O 2'-methyluridine